C(C=C)(=O)N1CCC(=CC1)C1=CNC=2N=CN=C(C21)C2=CC(=C(CNC(=O)NC1=CC=CC=C1)C=C2)F 1-(4-(5-(1-Propenoyl-1,2,3,6-tetrahydropyridin-4-yl)-7H-pyrrolo[2,3-d]pyrimidin-4-yl)-2-fluorobenzyl)-3-phenylurea